P(O)(O)=O.CCCCCCCCCCCCCCC pentadecane phosphonate salt